2-[4-[3-(2,4-dioxohexahydropyrimidin-1-yl)-5-fluoro-1-methyl-indazol-6-yl]piperazin-1-yl]acetic acid hydrochloride Cl.O=C1N(CCC(N1)=O)C1=NN(C2=CC(=C(C=C12)F)N1CCN(CC1)CC(=O)O)C